methyl 3-(2-(2-(2-aminoethoxy)ethoxy)ethoxy)propanoate NCCOCCOCCOCCC(=O)OC